Cl.C(C)(=O)NC1=CC=C(CN2CC(C2)(C(=O)OC)CCC2=CC=CC=C2)C=C1 methyl 1-(4-acetamidobenzyl)-3-phenethylazetidine-3-carboxylate HCl